CC=1SC(=C(N1)C)S(=O)(=O)N1N=C2C(=C1)CN(C2)C([C@H](CO)C2=CC=CC=C2)=O (2S)-1-{2-[(2,4-dimethyl-1,3-thiazol-5-yl)sulfonyl]-2H,4H,5H,6H-pyrrolo[3,4-c]pyrazol-5-yl}-3-hydroxy-2-phenylpropan-1-one